(E)-5-methyl-hex-3-en-2-one CC(/C=C/C(C)=O)C